(2R)-2-(4-Fluorophenyl)-2-methyl-1H,2H,3H-pyrrolo[2,3-b]pyridine FC1=CC=C(C=C1)[C@]1(CC=2C(=NC=CC2)N1)C